BrC1=CC=C(N=N1)CNC(COC)(C)C N-((6-bromopyridazin-3-yl)-methyl)-1-methoxy-2-methyl-propan-2-amine